BrC=1C=CC(=C(C1)S(=O)(=O)N)OC 5-bromo-2-methoxybenzene-1-sulfonamide